CN1C2CC(CC1C(C2)O)O 8-methyl-8-azabicyclo[3.2.1]octane-3,6-diol